N-methyl-N-methoxybutyl-pyridinium C[N+]1(CC=CC=C1)CCCCOC